(3R)-3-(4-fluorophenoxymethyl)-2-{[5-methyl-2-(2H-1,2,3-triazol-2-yl)phenyl]carbonyl}-2-azabicyclo[3.1.1]heptane FC1=CC=C(OC[C@@H]2N(C3CC(C2)C3)C(=O)C3=C(C=CC(=C3)C)N3N=CC=N3)C=C1